BrC1=CC=C(S1)C1=NNC(=C1)NC1=C(C=C(C=C1)N1CCN(CC1)C)C(F)(F)F 3-(5-bromothiophen-2-yl)-N-(4-(4-methylpiperazin-1-yl)-2-(trifluoromethyl)phenyl)-1H-pyrazol-5-amine